C[Si](C1=C(C=CC=C1)[Si](C)(C)C)(C)C 1,2-bis(trimethylsilyl)benzene